Cl.Cl.N[C@H]1[C@@H](C1)C=1C=C(SC1C)C(=O)NC=1C=NN(C1)C 4-((1S,2R)-2-aminocyclopropyl)-5-methyl-N-(1-methyl-1H-pyrazol-4-yl)thiophene-2-carboxamide Dihydrochloride